C[C@@]12[C@H](C=C[C@@]3([C@@H]1[C@@H]([C@]45[C@H]3CC[C@](C4)(C(=O)C5)O)C(=O)O)OC2=O)O The molecule is a gibberellin norketone in which the =O of the keto function in gibberellin A3 is replaced by a =CH2 methylidene group. It derives from a gibberellin A3.